4-[6-[[5-(trifluoromethyl)-2-pyridyl]amino]-1,3-benzothiazol-2-yl]-4-azatricyclo[5.2.1.02,6]dec-8-ene-3,5-dione FC(C=1C=CC(=NC1)NC1=CC2=C(N=C(S2)N2C(C3C4C=CC(C3C2=O)C4)=O)C=C1)(F)F